C(C)(C)(C)OC(=O)N1C(CNCC1)C1=C(C=C(C=C1)[N+](=O)[O-])OC (2-methoxy-4-nitrophenyl)piperazine-1-carboxylic acid tert-butyl ester